FC(C1=NOC(=N1)CC(C(=O)O)=C)(C1=CC=C(C=C1)SC(F)(F)F)F ((3-(difluoro(4-((trifluoromethyl)thio)phenyl)methyl)-1,2,4-oxadiazol-5-yl)methyl)acrylic acid